cis-2-[3-chloro-5-(methoxymethoxy)-2-(2-methylcyclopropyl)phenyl]-4,4,5,5-tetramethyl-1,3,2-dioxaborolane ClC=1C(=C(C=C(C1)OCOC)B1OC(C(O1)(C)C)(C)C)[C@H]1[C@H](C1)C